Dimethyl 5-acetyl-4-(7-cyanobenzo[b]thiophen-3-yl)-6-methyl-1,4-dihydropyridine-2,3-dicarboxylate C(C)(=O)C=1C(C(=C(NC1C)C(=O)OC)C(=O)OC)C=1C2=C(SC1)C(=CC=C2)C#N